C1(CC1)C[C@@H](C(N[C@@H](C[C@H]1C(NCC1)=O)C(COC(F)(F)F)=O)=O)NC(C(=O)NC1(CC1)C(F)(F)F)=O N1-((S)-3-cyclopropyl-1-oxo-1-(((S)-3-oxo-1-((S)-2-oxopyrrolidin-3-yl)-4-(trifluoromethoxy)butan-2-yl)amino)propan-2-yl)-N2-(1-(trifluoromethyl)cyclopropyl)oxalamide